C(C1=CC=CC=C1)OC(=O)N[C@H](C=1N=C2N(N=C(C=C2)Cl)C1)C1CCC(CC1)(F)F 2-[(S)-benzyloxycarbonylamino(4,4-difluorocyclohexyl)methyl]-6-chloroimidazo[1,2-b]Pyridazine